CN(C(CN1CCC(CC1)C1=CN=C(S1)C1=NNC(=C1CC(F)(F)F)C=1C=C(C=2N(C1)N=CN2)C)=O)C N,N-dimethyl-2-(4-(2-(5-(8-methyl-[1,2,4]triazolo[1,5-a]pyridin-6-yl)-4-(2,2,2-trifluoroethyl)-1H-pyrazol-3-yl)thiazol-5-yl)piperidin-1-yl)acetamide